C1(=CC=CC=C1)CC(CC)(N(C)C)C(C1=CC=C(C=C1)N1CCOCC1)=O 1-phenyl-2-(4-morpholinobenzoyl)-2-dimethylaminobutane